5-chloro-1-[(2R,4S,5R)-4-fluoro-5-(hydroxymethyl)oxolan-2-yl]pyrimidine-2,4-dione ClC=1C(NC(N(C1)[C@@H]1O[C@@H]([C@H](C1)F)CO)=O)=O